C(C)OC=1C(=C(/C=C/C2=CC(=C(C=C2)N(C(C)=O)O)OC)C=C(C1)O)CC=C(C)C (E)-N-(4-(3-ethoxy-5-hydroxy-2-(3-methylbut-2-en-1-yl)styryl)-2-methoxyphenyl)-N-hydroxyacetamide